4-(2-(ethyl(m-tolyl)amino)-2-oxoethyl)-4H-thieno[3,2-b]pyrrole-5-carboxamide C(C)N(C(CN1C2=C(C=C1C(=O)N)SC=C2)=O)C=2C=C(C=CC2)C